2-(thiophene-2-yl) 2-benzenesulfonate C1=C(C=CC=C1)S(=O)(=O)OC=1SC=CC1